N-(2-((2-amino-3-chloropyridin-4-yl)oxy)pyrimidin-5-yl)-1-cyclopropyl-5-(4-fluorophenyl)-4-oxo-1,4-dihydropyridazine-3-carboxamide NC1=NC=CC(=C1Cl)OC1=NC=C(C=N1)NC(=O)C1=NN(C=C(C1=O)C1=CC=C(C=C1)F)C1CC1